(8R,9aS)-8-(2,3-dichloro-6-hydroxyphenyl)-2-hydroxy-octahydroquinolizin-4-one ClC1=C(C(=CC=C1Cl)O)[C@@H]1CCN2C(CC(C[C@@H]2C1)O)=O